(R)-3-(3-chloro-4-fluorophenyl)-1-methyl-1-(4-oxo-4,5,8,9-tetrahydro-6H-pyrano[3,4-b]thieno[3,4-d]pyridin-9-yl)urea ClC=1C=C(C=CC1F)NC(N([C@H]1COCC=2NC(C=3C(C21)=CSC3)=O)C)=O